(E)-N'-(2,3-dimethoxybenzylidene)-6-(4-ethoxyphenyl)pyrazine-2-carbohydrazide COC1=C(\C=N\NC(=O)C2=NC(=CN=C2)C2=CC=C(C=C2)OCC)C=CC=C1OC